[4-(5-methoxypyridin-2-yl)-1,2,3,6-tetrahydropyridine-1-carbonyl]-6-methyl-N-(1-methylcyclopropyl)furo[2,3-d]pyrimidin-4-amine COC=1C=CC(=NC1)C=1CCN(CC1)C(=O)C=1N=C(C2=C(N1)OC(=C2)C)NC2(CC2)C